2-n-Heptylcyclopentanon C(CCCCCC)C1C(CCC1)=O